3-ethyl-6-((4-(2-methyl-6-((methylamino)methyl)pyridin-3-yl)piperazin-1-yl)methyl)thieno[3,2-d]pyrimidine-2,4(1H,3H)-dione C(C)N1C(NC2=C(C1=O)SC(=C2)CN2CCN(CC2)C=2C(=NC(=CC2)CNC)C)=O